pentacontanedioic acid C(CCCCCCCCCCCCCCCCCCCCCCCCCCCCCCCCCCCCCCCCCCCCCCCCC(=O)O)(=O)O